CN1CC(C1)CNC 1-methyl-3-[(methylamino)methyl]azetidine